heptafluoropropyl-vinylether FC(C(F)(F)OC=C)(C(F)(F)F)F